4-((5-((3S,4S)-4-amino-3-methyl-2-oxa-8-azaspiro[4.5]decan-8-yl)-6-(hydroxymethyl)pyrazin-2-yl)thio)-6,6a,7,8-tetrahydro-9H-pyrido[3,2-b]pyrrolo[1,2-d][1,4]oxazin-9-one N[C@@H]1[C@@H](OCC12CCN(CC2)C=2N=CC(=NC2CO)SC2=CC=NC1=C2OCC2N1C(CC2)=O)C